7-bromo-4H-chromeno[4,3-d]thiazol-2-amine BrC=1C=CC2=C(C1)OCC1=C2N=C(S1)N